C1(=CC=CC=C1)N(C1=CC=C(C=C1)C=1C=CC=2NC3=CC=CC=C3C2C1)C1=CC=CC=C1 3-(4-(diphenylamino)phenyl)-9H-carbazol